ClC=1C(=C(C(=CC1)C(F)F)C1=CN=C(C(=N1)C(=O)NC=1C=NN(C1)CC=1C(=NC(=NC1)N1C([C@@H]2C[C@@H]2C1)=O)C)C=C)F 6-(3-chloro-6-(difluoromethyl)-2-fluorophenyl)-N-(1-((4-methyl-2-((1R,5S)-2-oxo-3-azabicyclo[3.1.0]hexan-3-yl)pyrimidin-5-yl)methyl)-1H-pyrazol-4-yl)-3-vinylpyrazine-2-carboxamide